p-tert-butylbenzene isonitrile N#[C-].C(C)(C)(C)C1=CC=CC=C1